3-methyl-5-(6-methyl-5-((2-(1-methyl-1H-pyrazol-4-yl)pyridin-4-yl)-oxy)pyridin-2-yl)-2-(methylthio)pyrimidin-4(3H)-one CN1C(=NC=C(C1=O)C1=NC(=C(C=C1)OC1=CC(=NC=C1)C=1C=NN(C1)C)C)SC